3-(acetyl)aminobenzotrifluoride C(C)(=O)NC=1C=C(C=CC1)C(F)(F)F